C1(CC1)C1=CC2=C(N(C(N=C2N2[C@H](CN(CC2)C(=O)OC(C)(C)C)C)=O)C=2C(=NC=CC2C)C(C)C)N=C1C1=C(C(=CC=C1)OC)OC tert-butyl (S)-4-(6-cyclopropyl-7-(2,3-dimethoxyphenyl)-1-(2-isopropyl-4-methylpyridin-3-yl)-2-oxo-1,2-dihydropyrido[2,3-d]pyrimidin-4-yl)-3-methylpiperazine-1-carboxylate